methyl 5-benzyl-3-(((2'-methoxy-[1,1'-biphenyl]-3-yl)methoxy)methyl)-4,5-dihydroisoxazole-5-carboxylate C(C1=CC=CC=C1)C1(CC(=NO1)COCC=1C=C(C=CC1)C1=C(C=CC=C1)OC)C(=O)OC